p-tolyl(3-(5-(trifluoromethyl)-1,2,4-oxadiazol-3-yl)-6,7-dihydrothieno[3,2-c]pyridin-5(4H)-yl)methanone C1(=CC=C(C=C1)C(=O)N1CC2=C(CC1)SC=C2C2=NOC(=N2)C(F)(F)F)C